C(C)(C)C1=CC=C(CNC(CC2=CC=C(C=C2)N(C(=O)C2CCCC2)CC2=CC(=CC=C2)C)=O)C=C1 N-(4-(2-((4-isopropylbenzyl)amino)-2-oxoethyl)phenyl)-N-(3-methylbenzyl)cyclopentanecarboxamide